CC1=C(C(=C(C1[Si](C)C)C)C)C tetramethyl-cyclopentadienyl-dimethyl-silicon